β-(4-hydroxyphenyl)ethyl-2-amino-acetamide OC1=CC=C(C=C1)CCC(C(=O)N)N